C1(CCCCC1)C1C(CCC(C1)(N)C1CCCCC1)(N)C 2,4-dicyclohexyl-1,4-diamino(methyl-cyclohexane)